3-((furan-2-ylmethyl)disulfanyl)butan-2-one O1C(=CC=C1)CSSC(C(C)=O)C